C1(CCCCC1)C[C@H](C(=O)N1CC([C@@](CC1)(O)CN1C=C(C(=CC1=O)C1=CC=CC=C1)C(=O)N(C)C)(C)C)CCO 1-(((R)-1-((S)-2-(cyclohexylmethyl)-4-hydroxybutyryl)-4-hydroxy-3,3-dimethylpiperidin-4-yl)methyl)-N,N-dimethyl-6-oxo-4-phenyl-1,6-dihydropyridine-3-carboxamide